1-[4-(4-amino-1-methyl-1H-pyrazolo[4,3-c]pyridin-3-yl)-2-fluoro-phenyl]-3-(5-tert-butyl-2-p-tolyl-2H-pyrazol-3-yl)-urea NC1=NC=CC2=C1C(=NN2C)C2=CC(=C(C=C2)NC(=O)NC=2N(N=C(C2)C(C)(C)C)C2=CC=C(C=C2)C)F